1-(4-trifluoromethyl-2-methylthiophenyl)-3-cyclopropyl-2-ethoxymethylenepropane-1,3-dione FC(C1=CC(=C(C=C1)C(C(C(=O)C1CC1)=COCC)=O)SC)(F)F